N4-cyclopentyl-N2-(7-ethyl-1-hydroxy-3H-2,1-benzoxaborol-5-yl)pyrimidine-2,4-diamin C1(CCCC1)NC1=NC(=NC=C1)NC=1C=C(C2=C(COB2O)C1)CC